BrC1=CC=CC=2C=3N(C(=NC12)[C@@](N)(C)C(=O)NCCCC)N=C(N3)C3=C(C=C(C=C3)Cl)OC(F)F 2-{7-bromo-2-[4-chloro-2-(difluoromethoxy)phenyl][1,2,4]triazolo[1,5-c]quinazolin-5-yl}-N-butyl-D-alaninamide